palmitoyl-docosahexaenoic acid C(CCCCCCCCCCCCCCC)(=O)C(C(=O)O)=CC=CC=CC=CC=CC=CCCCCCCCCC